1-(2-(1H-1,2,4-triazol-1-yl)ethyl)-4,6-difluoro-1,2,3,9-tetrahydropyrrolo[2,3-b]carbazole N1(N=CN=C1)CCN1CCC=2C1=CC=1NC3=CC=C(C=C3C1C2F)F